tert-butyl-[2-(4-iodopyrazol-1-yl)cyclohexoxy]-dimethyl-silane C(C)(C)(C)[Si](C)(C)OC1C(CCCC1)N1N=CC(=C1)I